phenyl-sec-butyl-phenyl-ethane C1(=CC=CC=C1)C(C)(C1=CC=CC=C1)C(C)CC